CS(=O)(=O)O[C@H]1C[C@H](C1)C(=O)OC methyl (cis)-3-((methylsulfonyl)oxy)cyclobutane-1-carboxylate